O=C1NC(CC[C@@H]1N1CN2C(C=CC=C2)=C1)=O (S)-N-(2,6-dioxopiperidin-3-yl)imidazo[1,5-a]pyridine